ClC1=NC2=NC=CC=C2C=C1C(=O)OC methyl 2-chloro-1,8-naphthyridine-3-carboxylate